5-((2-(2-methoxyethoxy)pyridin-4-yl)amino)-3-(4-(methylsulfonamido)phenyl)-1H-pyrazole-4-carboxamide COCCOC1=NC=CC(=C1)NC1=C(C(=NN1)C1=CC=C(C=C1)NS(=O)(=O)C)C(=O)N